O=C1NC(CCC1N1C(C2=CC(=C(C(=C2C1)F)N1CCC(CC1)C=O)F)=O)=O 1-[2-(2,6-dioxo-3-piperidyl)-4,6-difluoro-1-oxo-isoindolin-5-yl]piperidine-4-carbaldehyde